O=C1N(C(C2C3C=CC(C12)O3)=O)C[C@H](C)NC(OC3=CC=C(C=C3)[N+](=O)[O-])=O 4-nitrophenyl ((2S)-1-(1,3-dioxo-1,3,3a,4,7,7a-hexahydro-2H-4,7-epoxyisoindol-2-yl)propan-2-yl)carbamate